2-dodecylsulfanyl-5-methyl-heptan-4-one C(CCCCCCCCCCC)SC(C)CC(C(CC)C)=O